NCCOCCOCCOCCOCCOCCO 2-[2-[2-[2-[2-(2-Aminoethoxy)ethoxy]ethoxy]ethoxy]ethoxy]ethanol